tert-butyl 2-(diethoxyphosphoryl)-3-(3-(4-(trifluoromethyl)benzyl)-1,2,4-oxadiazol-5-yl)propanoate C(C)OP(=O)(OCC)C(C(=O)OC(C)(C)C)CC1=NC(=NO1)CC1=CC=C(C=C1)C(F)(F)F